C[C@@H]1NC[C@H]1CS(=O)(=O)C (2S,3R)-2-methyl-3-(methylsulfonylmethyl)azetidine